N-(2-fluorobenzyl)-4-(3-methyl-1H-indazol-5-yl)-5-(6-methylpyridin-2-yl)-1H-imidazol-2-amine FC1=C(CNC=2NC(=C(N2)C=2C=C3C(=NNC3=CC2)C)C2=NC(=CC=C2)C)C=CC=C1